Tert-butyl (6-chloropyrimidin-4-yl)(2-(2-cyano-3-fluoro-1H-indol-1-yl)ethyl)carbamate ClC1=CC(=NC=N1)N(C(OC(C)(C)C)=O)CCN1C(=C(C2=CC=CC=C12)F)C#N